OC(CC1=NNC(O1)=S)CNC1=C(C=CC=C1)SC 5-[2-hydroxy-3-(2-methylthiophenylamino)propyl]-1,3,4-oxadiazole-2(3H)-thione